N-(3-(3-((2,6-Dioxopiperidin-3-yl)amino)phenyl)prop-2-yn-1-yl)-5-(8-(7-ethyl-1,3-dimethyl-2-oxo-1,2,3,4-tetrahydropyrido[2,3-d]pyrimidin-5-yl)isoquinolin-3-yl)picolinamide O=C1NC(CCC1NC=1C=C(C=CC1)C#CCNC(C1=NC=C(C=C1)C=1N=CC2=C(C=CC=C2C1)C1=CC(=NC=2N(C(N(CC21)C)=O)C)CC)=O)=O